ClC1=CC=2N(C=C1C1CC(N(C(C1)([2H])[2H])S(=O)(=O)C1=CN=C(S1)C)([2H])[2H])N=CN2 5-((4-(7-chloro-[1,2,4]triazolo[1,5-a]pyridin-6-yl)piperidin-1-yl-2,2,6,6-d4)sulfonyl)-2-methylthiazole